2-(3-azabicyclo[3.2.1]oct-1-yl)-N-methylacetamide C12(CNCC(CC1)C2)CC(=O)NC